BrC1=CC=CC2=C1COCCN2 6-bromo-1,2,3,5-tetrahydro-4,1-benzoxazepine